2-(methoxymethyl) p-phenylenediamine methyl 3-amino-2-(2-methylpropyl)imidazole-4-carboxylate NN1C(=NC=C1C(=O)OC)CC(C)C.COCC1=C(C=CC(=C1)N)N